2,2-dimethyl-2H-chromen-3-carbaldehyde CC1(OC2=CC=CC=C2C=C1C=O)C